5-chloro-6-methyl-N-(quinolin-8-yl)pyridine-2-sulfonamide ClC=1C=CC(=NC1C)S(=O)(=O)NC=1C=CC=C2C=CC=NC12